ClC=1C(=CC=C2CCN(CC12)CC1=NC2=C(N1C[C@H]1OCC1)C=C(C=C2)C(=O)O)OCC2=C(C=C(C=C2)C#N)F (S)-2-((8-chloro-7-((4-cyano-2-fluorobenzyl)oxy)-3,4-dihydroisoquinolin-2(1H)-yl)methyl)-1-((oxetan-2-yl)methyl)-1H-benzo[d]imidazole-6-carboxylic acid